ClC1=C(C(=O)NC(=O)N2CCNCC2)C=CC(=C1)Cl N-(2,4-dichlorobenzoyl)piperazine-1-carboxamide